Neodymium iron oxide [O-2].[Fe+2].[Nd+3]